N(=[N+]=[N-])CCOCCOCCOC(C(C)(C)SC(=S)SCCCCCCCCCCCC)=O 2-(dodecylthiocarbonothioylthio)-2-methylpropionic acid 2-(2-(2-azidoethoxy)ethoxy)ethyl ester